FC(C(=O)O)(F)F.C12CCC(CC1)N2CC2=C(CNC=1C=CC(=NC1C)S(=O)(=O)NC=1N=CSC1)C(=CC=C2)F 5-((2-((7-azabicyclo[2.2.1]hept-7-yl)methyl)-6-fluorobenzyl)amino)-6-methyl-N-(thiazol-4-yl)pyridine-2-sulfonamide trifluoroacetate salt